ClC=1C=C(C(=NC1)CC(=O)NC1=NNC(=C1)[C@@H]1C[C@@H](CC1)N(C([O-])=O)C1(CC1)C)C (1R,3S)-3-(3-{[(5-chloro-3-methylpyridin-2-yl)acetyl]amino}-1H-pyrazol-5-yl)cyclopentyl(1-methylcyclopropyl)carbamate